N,N-dimethyl-6-(4-{[cis-4-{[4-(pentafluoro-λ6-sulfanyl)phenyl]Amino}cyclohexyl]sulfonyl}phenyl)pyridine-3-carboxamide CN(C(=O)C=1C=NC(=CC1)C1=CC=C(C=C1)S(=O)(=O)[C@@H]1CC[C@@H](CC1)NC1=CC=C(C=C1)S(F)(F)(F)(F)F)C